OC1=CC=C2C(=CC(OC2=C1)=O)CC(=O)NCC(=O)OC Methyl (2-(7-hydroxy-2-oxo-2H-chromen-4-yl)acetyl)glycinate